Ethyl 3-amino-5-chloro-4,6-dimethylthieno[2,3-b]Pyridine-2-carboxylate NC1=C(SC2=NC(=C(C(=C21)C)Cl)C)C(=O)OCC